1-pentadecanoyl-2-oleoyl-sn-glycero-3-phosphocholine C(CCCCCCCCCCCCCC)(=O)OC[C@@H](OC(CCCCCCC\C=C/CCCCCCCC)=O)COP(=O)([O-])OCC[N+](C)(C)C